2,3,3,3-tetrafluoro-2-(heptafluoropropoxy)propionyl fluoride FC(C(=O)F)(C(F)(F)F)OC(C(C(F)(F)F)(F)F)(F)F